C(C)OC(=O)[C@@H]1N([C@@H]1C1=CC=CC=C1)[S@](=O)C(C)(C)C (2R,3R)-1-((R)-tert-butylsulfinyl)-3-phenylazacyclopropane-2-carboxylic acid ethyl ester